CN1N=CC2=CC(=CC=C12)NC=1C=CC=C2C=CN(C(C12)=O)CC(=O)NCC(F)(F)F 2-[8-[(1-methylindazol-5-yl)amino]-1-oxo-2-isoquinolyl]-N-(2,2,2-trifluoroethyl)acetamide